C[C@@H](C(=O)O)OC1=C(C=C(C=C1)Cl)Cl The molecule is the S- (inactive) enantiomer of dichlorprop. It is a conjugate acid of a (S)-dichlorprop(1-). It is an enantiomer of a (R)-dichlorprop.